FC1=C(C(=O)N([C@H]2CNCCC2)C2=NC=CC3=CC=CC(=C23)C)C=CC(=C1)NC1=NC=C(C=N1)F (R)-2-fluoro-4-((5-fluoropyrimidin-2-yl)amino)-N-(8-methylisoquinolin-1-yl)-N-(piperidin-3-yl)benzamide